O=C(CO\N=C\C(C)C1=C2C=NNC(C2=CC=C1)=O)N1CCN(CC1)C1=NC=C(C=C1)C(F)(F)F (E)-2-(1-oxo-1,2-dihydro-phthalazin-5-yl)propionaldehyde O-(2-Oxo-2-(4-(5-(trifluoromethyl)pyridin-2-yl)piperazin-1-yl)ethyl)oxime